4-iodo-2-((1R,5S)-8-azaspiro[bicyclo[3.2.1]octane-3,1'-cyclopropan]-8-yl)benzoic acid IC1=CC(=C(C(=O)O)C=C1)N1[C@H]2CC3(CC3)C[C@@H]1CC2